N-(4-((2-(1,1-difluoroethyl)pyrimidin-4-yl)amino)-5-(difluoromethoxy)pyridin-2-yl)acetamide FC(C)(F)C1=NC=CC(=N1)NC1=CC(=NC=C1OC(F)F)NC(C)=O